(1R,4s)-4-(2-((1S,3S)-3-hydroxycyclopentylamino)-8-(2,4,6-trifluorophenylamino)-9H-purin-9-yl)cyclohexanecarboxamide O[C@@H]1C[C@H](CC1)NC1=NC=C2N=C(N(C2=N1)C1CCC(CC1)C(=O)N)NC1=C(C=C(C=C1F)F)F